4,4'-diamino-2,2'-bis(trifluoromethyl)biphenyl tert-butyl-(R)-(1-(4-(2-aminoethyl)-2-chlorophenyl)pyrrolidin-3-yl)(methyl)carbamate C(C)(C)(C)OC(N(C)[C@H]1CN(CC1)C1=C(C=C(C=C1)CCN)Cl)=O.NC1=CC(=C(C=C1)C1=C(C=C(C=C1)N)C(F)(F)F)C(F)(F)F